O=C1NC(CC[C@@H]1N1C(C2=CC=CC(=C2C1=O)N1CCC(CC1)CN1CCC(CC1)CNC1=C2N=CN(C2=NC=N1)C1CC(C1)NC(C)=O)=O)=O N-((1s,3s)-3-(6-(((1-((1-(2-(2,6-dioxopiperidin-3-yl)-1,3-dioxoisoindoline-4-yl)piperidin-4-yl)methyl)piperidin-4-yl)methyl)amino)-9H-purin-9-yl)cyclobutyl)acetamide